6-(N-(3-(1-(cyclohexylmethyl)-5-methyl-1H-pyrazol-4-yl)-6-(8-(thiazolo[4,5-b]pyridin-2-ylcarbamoyl)-3,4-dihydroisoquinolin-2(1H)-yl)picolinoyl)sulfamoyl)hexanoic acid C1(CCCCC1)CN1N=CC(=C1C)C=1C(=NC(=CC1)N1CC2=C(C=CC=C2CC1)C(NC=1SC=2C(=NC=CC2)N1)=O)C(=O)NS(=O)(=O)CCCCCC(=O)O